tert-butyl N-(1-methyl-4-oxo-butyl)carbamate CC(CCC=O)NC(OC(C)(C)C)=O